FC=1C=C2C=NN(C2=C(C1O)F)C1=CC=C(C=C1)N1CCC(CC1)(C)C(C)C 5,7-Difluoro-1-(4-(4-isopropyl-4-methylpiperidin-1-yl)phenyl)-1H-indazol-6-ol